C(CCCCCCCCCCC\C=C/CCCCCCCC)OC(CO)CO 2-erucyl-sn-glycerol